3-amino-6-(5-(3-amino-1,1,1-trifluoro-2-hydroxy-3-oxopropan-2-yl)-2-methylphenyl)-N-((R)-tetrahydro-2H-pyran-3-yl)pyrazine-2-carboxamide trifluoroacetate FC(C(=O)O)(F)F.NC=1C(=NC(=CN1)C1=C(C=CC(=C1)C(C(F)(F)F)(C(=O)N)O)C)C(=O)N[C@H]1COCCC1